ClC(=O)C[C@@H](O)[C@@H](O)[C@H](O)CO chlorodeoxygalactose